N1N=CC(=C1)CNC(=O)NC1=CC=C(C=C1)NC=1SC=C(N1)C1=C(C=CC=C1)OC 1-((1H-Pyrazol-4-yl)methyl)-3-(4-((4-(2-methoxyphenyl)thiazol-2-yl)amino)phenyl)urea